2-[(2,4-dichloro-6-methyl-pyrrolo[2,3-d]pyrimidin-7-yl)methoxy]ethyl-trimethyl-silane ClC=1N=C(C2=C(N1)N(C(=C2)C)COCC[Si](C)(C)C)Cl